N1=CC=C(C2=NC=CC=C12)C(C)=O 1-(1,5-naphthyridin-4-yl)ethan-1-one